CN1N=C(C(=C1C)B1OC(C)(C)C(C)(C)O1)C 1,3,5-trimethyl-1H-pyrazole-4-boronic acid pinacol ester